(Z)-1-(3-(5-(dimethylamino)-2-(methoxymethyl)phenyl)-4-oxothiazolidin-2-ylidene)-3-(2-fluoro-4-(5-(4-(trifluoromethoxy)phenyl)-1,3,4-oxadiazol-2-yl)phenyl)urea CN(C=1C=CC(=C(C1)N1/C(/SCC1=O)=N/C(=O)NC1=C(C=C(C=C1)C=1OC(=NN1)C1=CC=C(C=C1)OC(F)(F)F)F)COC)C